C\C(=C/CC(C(=O)OC)C(CC)=O)\CCC=C(C)C methyl (E)-5,9-dimethyl-2-propionyldeca-4,8-dienoate